N-sulfamoylpropionamidine S(N)(=O)(=O)NC(CC)=N